(E)-2,4,7-trimethyl-4-(o-tolyl)oct-2,6-dienal C/C(/C=O)=C\C(CC=C(C)C)(C1=C(C=CC=C1)C)C